CS(=O)(=O)C1=CC=C(C=C1)C(=O)C1=NC(=C2N1C=CC=C2)C2=CC=CC=C2 (4-(methylsulfonyl)phenyl)(1-phenylimidazo[1,5-a]pyridin-3-yl)methanone